(+/-)-3-(2-methoxyphenoxy)propane-1,2-diol COC1=C(OC[C@@H](CO)O)C=CC=C1 |r|